(1S,3R)-3-((R)-7-(4-Bromo-3-(trifluoromethyl)benzoyl)-2-(isopropylamino)-6-methyl-4-oxo-5,6,7,8-tetrahydropyrido[3,4-d]pyrimidin-3(4H)-yl)-N-methylcyclopentanecarboxamide BrC1=C(C=C(C(=O)N2CC=3N=C(N(C(C3C[C@H]2C)=O)[C@H]2C[C@H](CC2)C(=O)NC)NC(C)C)C=C1)C(F)(F)F